C(N)(=N)C=1C=C(SC1)[C@@H](C)NC(=O)[C@H]1N(CC2(C1)CCCC2)C(CNC(CCCOC2=CC=CC=C2)=O)=O (S)-N-((R)-1-(4-carbamimidoylthiophen-2-yl)ethyl)-2-((4-phenoxybutanoyl)glycyl)-2-azaspiro[4.4]nonane-3-carboxamide